1-(6-(2-chloro-4-methoxyphenyl)quinolin-2-yl)piperidine-4-carboxylic acid ClC1=C(C=CC(=C1)OC)C=1C=C2C=CC(=NC2=CC1)N1CCC(CC1)C(=O)O